FC1=CC(=C(OC=2C(N(C=CC2C=2C3=C(C(N(C2)C)=O)NC(=C3)C(=O)O)C)=O)C(=C1)C)C 4-(3-(4-fluoro-2,6-dimethylphenoxy)-1-methyl-2-oxo-1,2-dihydropyridin-4-yl)-6-methyl-7-oxo-6,7-dihydro-1H-pyrrolo[2,3-c]pyridine-2-carboxylic acid